C(C)(=O)OCC(=NO)C#N 2-oximino-cyanoethyl acetate